OC=1C(=NC(=NC1)N1CCOCC1)C(=O)O 5-hydroxy-2-morpholin-4-ylpyrimidine-4-carboxylic acid